4-(2-(4-fluorophenyl)-2-methylbenzo[d][1,3]dioxol-4-yl)piperidine FC1=CC=C(C=C1)C1(OC2=C(O1)C=CC=C2C2CCNCC2)C